[Na+].BrC=1C(=C2C(=CNC2=CC1)OP(=O)([O-])[O-])Cl.O(C1=CC=CC=C1)C1=CC=C(C=C1)NC=1C2=CNC=3N=CN=C(N(N1)C1N(CCC1)C(C=C)=O)C32.[Na+] 1-(2-(3-((4-Phenoxyphenyl)amino)-1,4,5,6,8-pentazaacenaphthylen-5(1H)-yl)pyrrolidin-1-yl)prop-2-en-1-one 5-bromo-4-chloro-3-indolyl-phosphate sodium salt